F[C@H](C(=O)NC1=C(C=C(C=C1)NCC1=CC=C(C=C1)C(F)(F)F)N1CCCCC1)[C@H](CCCC)F (2R,3S)-2,3-Difluoro-N-(2-(piperidin-1-yl)-4-((4-(trifluoromethyl)benzyl)amino)phenyl)heptanamid